FC1(CN(CC1OC1=NC=CC(=C1)C(F)(F)F)C=1C=2N(N=C(C1)C=1C(=NC(=NC1)OC)OC)C=CN2)F 8-(3,3-difluoro-4-((4-(trifluoromethyl)pyridin-2-yl)oxy)pyrrolidin-1-yl)-6-(2,4-dimethoxypyrimidin-5-yl)imidazo[1,2-b]pyridazine